(2R,3S)-2-amino-N-(5-cyclopropyl-6-(4-ethynyl-2-hydroxyphenyl)pyridazin-3-yl)-3-hydroxybutanamide N[C@@H](C(=O)NC=1N=NC(=C(C1)C1CC1)C1=C(C=C(C=C1)C#C)O)[C@H](C)O